C1(CCCC1)N1N=CC=C1C1=C(C=C(C=C1F)OCC)F 1-cyclopentyl-5-(4-ethoxy-2,6-difluorophenyl)-1H-pyrazol